2-(2-fluorophenyl)-N-(2-methoxy-4-(4-(4-methylpiperazin-1-yl)piperidin-1-yl)phenyl)pyrazolo[1,5-a][1,3,5]triazin-4-amine FC1=C(C=CC=C1)C1=NC=2N(C(=N1)NC1=C(C=C(C=C1)N1CCC(CC1)N1CCN(CC1)C)OC)N=CC2